1-methyl-1H,1'H-3,3'-bipyrazole CN1N=C(C=C1)C1=NNC=C1